(R)-6-(3-(4-fluorophenyl)isoxazolidin-2-yl)-N-(3-methoxy-4-(4-(4-methylpiperazine-1-yl)piperidin-1-yl)phenyl)pyrimidin-4-amine FC1=CC=C(C=C1)[C@@H]1N(OCC1)C1=CC(=NC=N1)NC1=CC(=C(C=C1)N1CCC(CC1)N1CCN(CC1)C)OC